ClC1=NC=C(C=C1)CN1C(C1)(C1=CC=CC=C1)C1=CC=CC=C1 2-chloro-5-((2,2-diphenylaziridin-1-yl)methyl)pyridine